NC=1C=C(C=C(C1)C(F)(F)F)[C@@H](C)N(C(=O)[O-])C1=NC(=NC2=CC(=C(C=C12)OCC1(CC1)[C@H](C)OC)OC)C N-((R)-1-(3-amino-5-(trifluoromethyl)phenyl)ethyl)-7-methoxy-6-((1-((S)-1-methoxyethyl) cyclopropyl)methoxy)-2-methylquinazolin-4-carbamate